7-Amino-6-(7-fluoro-1H-indazol-4-yl)-3,4-dimethyl-9H-imidazo[4,5-h]quinolin-8-one NC=1C(NC=2C3=C(C(=CC2C1C1=C2C=NNC2=C(C=C1)F)C)N(C=N3)C)=O